5-[(3R)-tetrahydrofuran-3-yl]oxy-1-tetrahydropyran-2-yl-3-[4-[4-(2-tetrahydropyran-2-yloxyethyl)pyrazol-1-yl]pyrimidin-2-yl]indazole O1C[C@@H](CC1)OC=1C=C2C(=NN(C2=CC1)C1OCCCC1)C1=NC=CC(=N1)N1N=CC(=C1)CCOC1OCCCC1